C1(CCCCC1)CC=1NC(=NN1)C(=O)NC1=NC=CC(=C1)C1=C(C=CC(=C1)OCCCCC(C)(C)O)C(F)(F)F 5-(cyclohexylmethyl)-N-(4-(5-((5-hydroxyl-5-methylhexyl)oxy)-2-(trifluoromethyl)phenyl)pyridin-2-yl)-4H-1,2,4-triazole-3-carboxamide